(+/-)-6-{[(trans)-7-(4-methoxyphenyl)-4-azaspiro[2.5]octan-8-yl]methoxy}-2,3-dihydro-1H-isoindol-1-one COC1=CC=C(C=C1)[C@@H]1CCNC2(CC2)[C@H]1COC1=CC=C2CNC(C2=C1)=O |r|